C(C)(C)(C)OC(NC(C(=O)NCC1=CC=CC=C1)C)=O (1-(benzylamino)-1-oxopropan-2-yl)carbamic acid tert-butyl ester